ClC1=CC(=CC=C1)F 2-chloro-6-fluoro-benzene